(3R)-9-(4-(2,6-dioxopiperidin-3-yl)-3,5-difluorophenyl)-1-oxa-9-azaspiro[5.5]undecane-3-carbaldehyde O=C1NC(CCC1C1=C(C=C(C=C1F)N1CCC2(CC[C@H](CO2)C=O)CC1)F)=O